BrC=1C=C2C=3C(=C(C(=C(C3C3=CC(=CC=C3C2=CC1)Br)C1=CC=CC=C1)C=1C=NC=NC1)C=1C=NC=NC1)C1=CC=CC=C1 5,5'-(6,11-dibromo-1,4-diphenyltriphenylene-2,3-diyl)dipyrimidine